ethyl 5-(hydroxymethyl)-4H-1,2,4-triazole-3-carboxylate OCC=1NC(=NN1)C(=O)OCC